C(C)(=O)OCCCC=1C=C2C(=CN(C2=CC1)C(=O)OC(C)(C)C)C=O tert-Butyl 5-(3-acetoxypropyl)-3-formyl-1H-indole-1-carboxylate